1-(6Z,9Z,12Z,15Z-octadecatetraenoyl)-2-(9Z,12Z-heptadecadienoyl)-glycero-3-phosphoserine CCCC/C=C\C/C=C\CCCCCCCC(=O)O[C@H](COC(=O)CCCC/C=C\C/C=C\C/C=C\C/C=C\CC)COP(=O)(O)OC[C@@H](C(=O)O)N